(R)-(4-(5-(2-(2,5-difluorophenyl)pyrrolidin-1-yl)pyrazolo[1,5-a]pyrimidin-3-yl)-2-fluorophenyl)dimethylphosphine oxide FC1=C(C=C(C=C1)F)[C@@H]1N(CCC1)C1=NC=2N(C=C1)N=CC2C2=CC(=C(C=C2)P(C)(C)=O)F